CC1=NN(C=C1C1=NC(=CC=C1C(C)O)N1C=NC2=C1C=CC(=C2)OC=2N=NC(=CC2)CN2CCOCC2)CC(F)(F)F 1-[2-[3-methyl-1-(2,2,2-trifluoroethyl)pyrazol-4-yl]-6-[5-[6-(morpholinomethyl)pyridazin-3-yl]oxybenzimidazol-1-yl]-3-pyridyl]ethanol